ethyl 1-({[(ethoxycarbonyl)amino]methanethioyl}amino)-5-(4-fluorophenyl)-4-methylimidazole-2-carboxylate C(C)OC(=O)NC(=S)NN1C(=NC(=C1C1=CC=C(C=C1)F)C)C(=O)OCC